C(C)OC(COC1=NC=CC=C1OC1=C(C=C(C(=C1)N1C(N(C(=CC1=O)C(F)(F)F)C)=O)F)Cl)=O Ethyl[3-[2-chloro-4-fluoro-5-(1-methyl-6-trifluoromethyl-2,4-dioxo-1,2,3,4-tetrahydropyrimidin-3-yl)phenoxy]-2-pyridyloxy]acetat